C(#N)C(C(=O)NC=1C=CC=C2C(=CNC12)C1=CC=NC(=C1)C)=C(C)C 4-(7-(2-cyano-3-methylbut-2-enamido)-1H-indol-3-yl)-6-methylpyridin